CC(=O)NCl N-chloroacetamide